2-[2-(cyclopentylamino)-5,8-dioxo-6-(propan-2-yl)-5,6,7,8-tetrahydro-4H-pyrazolo[1,5-a]pyrrolo[3,4-d]pyrimidin-4-yl]-N-(5-fluoropyridin-2-yl)acetamide C1(CCCC1)NC1=NN2C(N(C3=C(C2=O)CN(C3=O)C(C)C)CC(=O)NC3=NC=C(C=C3)F)=C1